C(C)[NH+](CC)CC.P(=O)([O-])([O-])OC[C@@H]1[C@H]([C@H]([C@@H](O1)N1C=NC=2C(=O)NC(N)=NC12)O)O.C(C)[NH+](CC)CC guanosine monophosphate triethylammonium salt